1,1,1,2,3,4,4,5,5,5-decafluoro-3-methoxy-2-trifluoromethylpentane FC(C(C(C(C(F)(F)F)(F)F)(OC)F)(C(F)(F)F)F)(F)F